C(N)(OC[C@H](C(N1C(C2=CC=CC=C2C1=O)=O)(C(C)(C)C)C(C)(C)C)OC(N)=O)=O (S)-di-tert-butyl(3-(1,3-dioxoisoindolin-2-yl)propane-1,2-diyl) dicarbamate